NC1=CC=C(C=C1)C[C@@H](C[C@@H](C(=O)OC(C)(C)C)C)NC(=O)OC(C)(C)C (2S,4R)-tert-butyl 5-(4-aminophenyl)-4-((tert-butoxy-carbonyl) amino)-2-methylpentanoate